6-bromofuro[3,2-b]pyridine-2-formaldehyde BrC=1C=C2C(=NC1)C=C(O2)C=O